6-bromo-3-(bromomethyl)picolinic acid methyl ester COC(C1=NC(=CC=C1CBr)Br)=O